CC=1C=C(C(=C2C=CN(C12)S(=O)(=O)C1=CC=C(C)C=C1)COC1OCCCC1)S(=O)(=O)C 7-methyl-5-(methylsulfonyl)-4-(((tetrahydro-2H-pyran-2-yl)oxy)methyl)-1-tosyl-1H-indole